[Br-].C[NH+](CCCCCC)C dimethyl-hexyl-ammonium bromide